CS(=O)(=O)CCNCC=1C=C(C=NC1)NC1=NC=C2C(=N1)C(OC=1C=C(C=CC12)N1C(CC[C@H]1C)=O)(C)C (5R)-1-{3-[(5-{[(2-methanesulfonylethyl)amino]methyl}pyridin-3-yl)amino]-5,5-dimethyl-5H-chromeno[3,4-d]pyrimidin-8-yl}-5-methyl-pyrrolidin-2-one